[Sn].[B].[Li] lithium boron tin